(R)-N-((R)-1-(7-fluoro-9-oxo-3-(pyridin-2-ylmethylene)-1,2,3,9-tetrahydropyrrolo[2,1-b]quinazolin-5-yl)ethyl)-2-methylpropane-2-sulfinamide FC1=CC=2C(N3C(=NC2C(=C1)[C@@H](C)N[S@](=O)C(C)(C)C)C(CC3)=CC3=NC=CC=C3)=O